C12(CC(C1)C2)C[C@@H](C(=O)NN(C[C@H]2C(NCC2)=O)C([C@H](F)Cl)=O)NC(=O)C2=NOC(=C2)C(F)(F)F N-[(1S)-1-(1-bicyclo[1.1.1]pentanylmethyl)-2-[2-[(2R)-2-chloro-2-fluoro-acetyl]-2-[[(3S)-2-oxopyrrolidin-3-yl]methyl]hydrazino]-2-oxo-ethyl]-5-(trifluoromethyl)-isoxazole-3-carboxamide